2-benzyl-2-azaspiro[3.3]heptan-6-yl (2R,5S)-4-(5-fluoro-1,3-benzoxazol-2-yl)-2,5-dimethylpiperazine-1-carboxylate FC=1C=CC2=C(N=C(O2)N2C[C@H](N(C[C@@H]2C)C(=O)OC2CC3(CN(C3)CC3=CC=CC=C3)C2)C)C1